2,6-difluoro-5-bromopyridine FC1=NC(=C(C=C1)Br)F